2-(3-cyclobutyl-1H-pyrazol-1-yl)acetic acid C1(CCC1)C1=NN(C=C1)CC(=O)O